2,5-dimethoxypyridine-4-yl-boric acid COC1=NC=C(C(=C1)OB(O)O)OC